N-(5-((2-(4-((6-(benzyloxy)-2-(4-(methylsulfonyl)phenyl)naphthalene-1-yl)oxy)phenoxy)ethyl)(ethyl)amino)pentyl)-N-methylglycine C(C1=CC=CC=C1)OC=1C=C2C=CC(=C(C2=CC1)OC1=CC=C(OCCN(CCCCCN(CC(=O)O)C)CC)C=C1)C1=CC=C(C=C1)S(=O)(=O)C